tert-butyl 4-(4-methoxy-6-oxo-5-((3-(trifluoromethyl)pyrazin-2-yl)methyl)-5,6-dihydropyrido[3,2-d]pyrimidin-7-yl)piperidine-1-carboxylate COC=1C2=C(N=CN1)C=C(C(N2CC2=NC=CN=C2C(F)(F)F)=O)C2CCN(CC2)C(=O)OC(C)(C)C